O(OOOOOOOOOOOOOOOOOOOOOOCCCCCCCCCCCCCCCCCCCCCCCCCCCCCCCCCCCCCCCCCCCCCCCCCCCCCCCCCC)O tricosaoxahenoctacontan-1-ol